((2S)-1-((5-cyano-2-fluoro-4-(1-oxo-1-((2,2,2-trifluoroethyl)amino)propan-2-yl)phenyl)amino)-3,3-dicyclopropyl-1-oxopropan-2-yl)-1-isopropyl-1H-pyrazole-5-carboxamide C(#N)C=1C(=CC(=C(C1)NC([C@@H](C(C1CC1)C1CC1)C1=NN(C(=C1)C(=O)N)C(C)C)=O)F)C(C(NCC(F)(F)F)=O)C